tert-butyl (rac)-7-acryloyl-2-(4-(bicyclo[1.1.1]pentan-1-yl)phenyl)-2,3,4,5a,6,7,8,9-octahydro-5H-10-oxa-1,2,5,7-tetraazacycloocta[cd]indene-5-carboxylate C(C=C)(=O)N1C[C@H]2C=3C(=NN(C3CCN2C(=O)OC(C)(C)C)C2=CC=C(C=C2)C23CC(C2)C3)OCC1 |r|